(2E,2'E)-N,N'-(disulfanediylbis(2-methylpropane-2,1-diyl))bis(3-(3-bromo-4-hydroxyphenyl)-2-(hydroxyimino)propionamide) S(SC(CNC(/C(/CC1=CC(=C(C=C1)O)Br)=N/O)=O)(C)C)C(CNC(/C(/CC1=CC(=C(C=C1)O)Br)=N/O)=O)(C)C